trans-heptenoic acid C(\C=C\CCCC)(=O)O